6-methyl-2-(pyridin-2-yl)-N-[2-(pyridin-3-yl)ethyl]pyrimidin-4-amine CC1=CC(=NC(=N1)C1=NC=CC=C1)NCCC=1C=NC=CC1